C(C)(C)(C)C1=CC=C(C=C1)NC1=NC=C(C=C1)Cl N-(4-(tert-butyl)phenyl)-5-chloropyridin-2-amine